COC1=CC=2N(C=C1C(=C)C)C=CN2 7-methoxy-6-(prop-1-en-2-yl)imidazo[1,2-a]pyridine